N1N=CC(=C1)C1=CC=C(C=C1)N1C(N(C2(C1)CCOCC2)CC=2C=C(C(=O)NCC1CC1)C=CC2)=O 3-((3-(4-(1H-pyrazol-4-yl)phenyl)-2-oxo-8-oxa-1,3-diazaspiro[4.5]decan-1-yl)methyl)-N-(cyclopropylmethyl)benzamide